pentanol isobutyrate C(C(C)C)(=O)OCCCCC